C(=C)C1=C(C2=C(CCCCC3=C2C=CC=C3)C=C1)C=C divinyl-dibenzocyclooctane